OC1=C(C=C(C(=O)NC2=C(SC=C2)C(=O)NCCC2=C(C=CC=C2)OC)C=C1)C(C)C 3-(4-hydroxy-3-isopropylbenzamido)-N-(2-methoxyphenethyl)thiophene-2-carboxamide